4-(4-((1-(4-fluorophenyl)azetidin-3-yl)sulfonyl)-3,4-dihydro-2H-pyrido[4,3-b][1,4]oxazin-8-yl)-benzonitrile FC1=CC=C(C=C1)N1CC(C1)S(=O)(=O)N1C2=C(OCC1)C(=CN=C2)C2=CC=C(C#N)C=C2